CC(C)(CCCC1=NC=2NCCCC2C=C1)N 2-methyl-5-(5,6,7,8-tetrahydro-1,8-naphthyridin-2-yl)pentan-2-amine